tert-butyl (R)-3-((5-amino-8-(2,6-dimethylpyridin-4-yl)-3-oxo-7-phenyl-[1,2,4]triazolo[4,3-C]pyrimidin-2(3H)-yl) methyl)-4-methylpiperazine-1-carboxylate NC1=NC(=C(C=2N1C(N(N2)C[C@H]2CN(CCN2C)C(=O)OC(C)(C)C)=O)C2=CC(=NC(=C2)C)C)C2=CC=CC=C2